4-((2-(2-chloro-6-fluorophenyl)pyrazolo[1,5-a][1,3,5]triazin-4-yl)amino)-N-ethylbenzamide ClC1=C(C(=CC=C1)F)C1=NC=2N(C(=N1)NC1=CC=C(C(=O)NCC)C=C1)N=CC2